C(CCCCCCCC(=O)N1C(C1)C)(=O)N1C(C1)C 1,1'-azelaoyl-bis[2-methyl-aziridine]